3-methyl-imidazole-3-ium C[N+]1=CNC=C1